isopropyl 2-((4-fluoro-2-methoxy-5-nitrophenyl)amino)-4-(5-fluoro-3,3-dimethyl-2,3-dihydro-1H-pyrrolo[3,2-b]pyridin-1-yl)pyrimidine-5-carboxylate FC1=CC(=C(C=C1[N+](=O)[O-])NC1=NC=C(C(=N1)N1CC(C2=NC(=CC=C21)F)(C)C)C(=O)OC(C)C)OC